OCCCCCCOC1=CC=C(C=C1)/C=C/C(=O)C1=CC=C(C=C1)C (E)-3-[4-(6-Hydroxyhexoxy)phenyl]-1-(4-methylphenyl)prop-2-en-1-one